ClC1=CC(=C(C=C1)N1CCC(CC1)(C(=O)NC1CN(C1)C)C=1C=NC(=CC1)C1=C(C=CC=C1)OCC)C#N 1-(4-chloro-2-cyanophenyl)-4-[6-(2-ethoxyphenyl)pyridin-3-yl]-N-(1-methylazetidin-3-yl)piperidine-4-carboxamide